O=C1C=CC=2C(=CC=NC2N1)N1CCC2(CCNC2)CC1 8-(7-oxo-7,8-dihydro-1,8-naphthyridin-4-yl)-2,8-diazaspiro[4.5]decane